C1(=C(C(=C(C(=C1[2H])[2H])[2H])[2H])[2H])C1=C(C(=CC=C1)C1=C(C(=C(C(=C1[2H])[2H])[2H])[2H])[2H])C1=C(C(=CC=C1)N)NC1=CC(=CC=C1)OC1=CC=2N(C3=CC=CC=C3C2C=C1)C1=NC=CC(=N1)C(C)(C)C 3-([1,1':3',1''-terphenyl]-2'-yl-2,2'',3,3'',4,4'',5,5'',6,6''-d10)-N2-(3-((9-(4-(tert-butyl)pyrimidin-2-yl)-9H-carbazol-2-yl)oxy)phenyl)benzene-1,2-diamine